(2S,5R)-5-{[5-(2,6-dichlorophenyl)-1-trityl-1H-indazol-3-yl]carbamoyl}-2-methylpiperidine-1-carboxylic acid tert-butyl ester C(C)(C)(C)OC(=O)N1[C@H](CC[C@H](C1)C(NC1=NN(C2=CC=C(C=C12)C1=C(C=CC=C1Cl)Cl)C(C1=CC=CC=C1)(C1=CC=CC=C1)C1=CC=CC=C1)=O)C